C(OCCC(OC=1C=C(C=CC1)C1=C(C(=C(C(=C1F)F)NC(=O)C=1C(=NN2C1C=CC=C2)OCC2=CC=C(C=C2)OC)F)F)C(C)(C)C)([O-])=O Tert-butyl(3-((2',3',5',6'-tetrafluoro-4'-(2-((4-methoxybenzyl)oxy)pyrazolo[1,5-a]pyridine-3-carboxamido)-[1,1'-biphenyl]-3-yl)oxy)propyl) carbonate